ClC=1C=C2C=C(NC2=CC1)CNC(N([C@H]1CN(CCC1)C(=O)C1(CC1)C)C)=O (R)-3-((5-chloro-1H-indol-2-yl)methyl)-1-methyl-1-(1-(1-methylcyclopropane-1-carbonyl)piperidin-3-yl)urea